CO[Si](CC(CCCCCCCCCC)[Si](OC)(OC)OC)(OC)OC 1,2-bis(trimethoxysilyl)dodecane